ClC=1C=CC(=NC1C1=NC=CC=C1)N1CCC(CC1)NS(=O)(=O)CCO N-[1-(5-chloro-6-pyridin-2-ylpyridin-2-yl)piperidin-4-yl]-2-hydroxyethanesulfonamide